ethyl 2-bromo-5-chloro-7-oxo-4,7-dihydropyrazolo[1,5-a]pyrimidine-3-carboxylate BrC1=NN2C(NC(=CC2=O)Cl)=C1C(=O)OCC